4-(2-(2,6-dimethylpyridin-4-yl)-3-isopropyl-1H-indol-5-yl)piperidine-1-carboxylic acid tert-butyl ester C(C)(C)(C)OC(=O)N1CCC(CC1)C=1C=C2C(=C(NC2=CC1)C1=CC(=NC(=C1)C)C)C(C)C